C(C)(C)OC(=O)F isopropyloxycarbonyl fluoride